ClC1=C(C=CC(=C1)Cl)[C@@H](C)O (1R)-1-(2,4-dichlorophenyl)ethan-1-ol